FC1=CC=C(C=C1)C(C(=O)Cl)CC 2-(4-Fluorophenyl)butyryl chloride